C(=C)NC(C(=C)C)=O N-vinyl-methacrylamide